2-hydroxy-3-methylpyridine OC1=NC=CC=C1C